N-(3-Aminopropyl)cyclohexylamin NCCCNC1CCCCC1